(4-(bis(4-(tert-butyl)phenyl)amino)-2-hydroxyphenyl)boronic acid C(C)(C)(C)C1=CC=C(C=C1)N(C1=CC(=C(C=C1)B(O)O)O)C1=CC=C(C=C1)C(C)(C)C